C(C)(C)N([C@H]1CNC[C@@H]1C)C (3R,4S)-N-Isopropyl-N,4-dimethylpyrrolidin-3-amine